NC=1C=2N(C=CN1)C(=NC2C=2C(=C(C=CC2)NS(=O)(=O)C2=C(C(=CC(=C2)Cl)CCl)Cl)F)C N-(3-(8-amino-3-methylimidazo[1,5-a]pyrazin-1-yl)-2-fluorophenyl)-2,5-dichloro-3-(chloromethyl)benzenesulfonamide